1,2-bistetrazol-5-yl-ethane copper [Cu].N1N=NN=C1CCC1=NN=NN1